5,6,7-trimethoxy-2-(3,4,5-trimethoxybenzoyl)quinazolin-4(3H)-one COC1=C2C(NC(=NC2=CC(=C1OC)OC)C(C1=CC(=C(C(=C1)OC)OC)OC)=O)=O